3-(5-(4-aminopiperidin-1-yl)-1-oxoisoindolin-2-yl)piperidine-2,6-dione NC1CCN(CC1)C=1C=C2CN(C(C2=CC1)=O)C1C(NC(CC1)=O)=O